N-((S)-2,2-dicyclopropyl-1-(6-(((3R,5S)-2-oxo-5-(trifluoromethyl)pyrrolidin-3-yl)methyl)imidazo[1,2-b]pyridazin-2-yl)ethyl)-4-methyl-1,2,5-oxadiazole-3-carboxamide C1(CC1)C([C@@H](C=1N=C2N(N=C(C=C2)C[C@@H]2C(N[C@@H](C2)C(F)(F)F)=O)C1)NC(=O)C1=NON=C1C)C1CC1